2-(6-fluoro-1H-indol-2-yl)acetic acid FC1=CC=C2C=C(NC2=C1)CC(=O)O